2-[N-[(2R,4R)-1-benzyloxycarbonyl-4-methoxy-pyrrolidine-2-carbonyl]-4-(pentafluoro-λ6-sulfanyl)anilino]-2-(3-pyridyl)acetic acid C(C1=CC=CC=C1)OC(=O)N1[C@H](C[C@H](C1)OC)C(=O)N(C1=CC=C(C=C1)S(F)(F)(F)(F)F)C(C(=O)O)C=1C=NC=CC1